N-(4-(aminomethyl)phenyl)-3-hydroxy-2-naphthamide NCC1=CC=C(C=C1)NC(=O)C1=CC2=CC=CC=C2C=C1O